C1(=CC=C(C=C1)C=1C(NC=C(C1)NC1=CC=CC=C1)=O)C1=CC=CC=C1 3-([1,1-biphenyl]-4-yl)-5-(phenylamino)pyridin-2(1H)-one